O=C1NCC=CCCCN2CC3(COC4=CC=C(C(C1)C(=O)O)C=C24)CCCC2=CC=CC=C23 9'-OXO-3,4-DIHYDRO-2H-SPIRO[NAPHTHALENE-1,18'-[16]OXA[1,8]DIAZATRICYCLO[10.7.2.015,20]HENICOSA[5,12,14,20]TETRAENE]-11'-CARBOXYLIC ACID